(3-amino-6-(isopropylsulfonyl)-4,5,6,7-tetrahydropyrazolo[3,4-c]pyridin-2-yl)(6-fluoro-1,2,3,4-tetrahydroquinolin-4-yl)methanone NC=1N(N=C2CN(CCC21)S(=O)(=O)C(C)C)C(=O)C2CCNC1=CC=C(C=C21)F